COC1=C(C=CC(=C1)[N+](=O)[O-])NC(=O)C1=NC=CC(=C1)Cl N-(2-methoxy-4-nitrophenyl)-4-chloropyridine-2-carboxamide